ethyl 2-(4-(tert-butyl) phenyl)-6-oxo-1,6-dihydropyrimidine-5-carboxylate C(C)(C)(C)C1=CC=C(C=C1)C=1NC(C(=CN1)C(=O)OCC)=O